3-[4-[3-[[(3R,4S)-3-Fluoro-4-piperidyl]oxy]azetidin-1-yl]-3-methyl-2-oxo-benzimidazol-1-yl]piperidine-2,6-dione F[C@@H]1CNCC[C@@H]1OC1CN(C1)C1=CC=CC=2N(C(N(C21)C)=O)C2C(NC(CC2)=O)=O